diisobutyl-2-(cyclohexylmethyl)-2-isobutylsuccinate C(C(C)C)OC(C(CC(=O)OCC(C)C)(CC(C)C)CC1CCCCC1)=O